ClC1=CC=C(C=C1)C1=NOC(=N1)C(=O)NO 3-(4-chlorophenyl)-N-hydroxy-1,2,4-oxadiazole-5-carboxamide